FC1=C(C=NN1C)/C=C/N(O)O (E)-2-(5-fluoro-1-methyl-pyrazol-4-yl)-N,N-dihydroxy-ethenamine